FC1=CC=C2C(=N1)C(=C(N2)C2=CC(=NC=C2)N)C2=NC=CC=C2 4-[5-fluoro-3-(pyridin-2-yl)-1H-pyrrolo[3,2-b]pyridin-2-yl]pyridin-2-amine